N-(3-(((8-isopropyl-2-((tetrahydro-2H-pyran-4-yl)amino)pyrazolo[1,5-a][1,3,5]triazin-4-yl)amino)methyl)phenyl)butenamide C(C)(C)C=1C=NN2C1N=C(N=C2NCC=2C=C(C=CC2)NC(C=CC)=O)NC2CCOCC2